(Z)-9-hexadecenoic acid C(CCCCCCC\C=C/CCCCCC)(=O)O